(1S,5S,6S)-3-(6-chloro-2-((1-((dimethylamino)methyl)cyclopropyl)methoxy)-8-fluoro-7-(3-hydroxynaphthalen-1-yl)quinazolin-4-yl)-3,8-diazabicyclo[3.2.1]octan-6-ol ClC=1C=C2C(=NC(=NC2=C(C1C1=CC(=CC2=CC=CC=C12)O)F)OCC1(CC1)CN(C)C)N1C[C@@H]2C[C@@H]([C@H](C1)N2)O